1-[[3-[4-[4-[[2-[2-(dimethylamino)ethyl]-3-oxo-1-(2-pyridyl)pyrazolo[3,4-d]pyrimidin-6-yl]amino]phenyl]piperazine-1-carbonyl]-4-fluoro-phenyl]methyl]-5-fluoro-quinazoline-2,4-dione CN(CCN1N(C2=NC(=NC=C2C1=O)NC1=CC=C(C=C1)N1CCN(CC1)C(=O)C=1C=C(C=CC1F)CN1C(NC(C2=C(C=CC=C12)F)=O)=O)C1=NC=CC=C1)C